C(C)(C)(C)OC(NC1=C(N=NC(=C1)C=C)OC)=O N-(3-methoxy-6-vinyl-pyridazin-4-yl)carbamic acid tert-butyl ester